NC1=NC=C(C(=N1)NC)C=1N=CN(C1)[C@H]1[C@]([C@@H]([C@H](O1)CO)O)(C)F (2R,3R,4R,5R)-5-(4-(2-amino-4-(methylamino)pyrimidin-5-yl)-1H-imidazol-1-yl)-4-fluoro-2-(hydroxymethyl)-4-methyloxolan-3-ol